C(C)NC=1C2=C(N=C(N1)NC1=C(C=C(C=C1)S(=O)(=O)N1CCC(CC1)N1CCOCC1)OC)NC=C2 N4-ethyl-N2-(2-methoxy-4-((4-morpholinopiperidin-1-yl)sulfonyl)phenyl)-7H-pyrrolo[2,3-d]pyrimidine-2,4-diamine